acetamido-4-((4-aminobutyl)amino)-N-(4-methyl-5-nitrothiazol-2-yl)benzamide C(C)(=O)NC1=C(C(=O)NC=2SC(=C(N2)C)[N+](=O)[O-])C=CC(=C1)NCCCCN